3-bromo-5-(trifluoromethyl)-1H-pyrazole BrC1=NNC(=C1)C(F)(F)F